2-azabicyclo[2.2.1]-heptene C12=NCC(CC1)C2